(R)-N-ethyl-N-(2,2,2-trifluoro-1-(4-fluorophenyl)ethyl)-[1,2,4]triazolo[4,3-a]pyridine-7-sulfonamide C(C)N(S(=O)(=O)C1=CC=2N(C=C1)C=NN2)[C@@H](C(F)(F)F)C2=CC=C(C=C2)F